FC(S(=O)(=O)O[C@@H]1[C@H](O[C@H]([C@@H]1OS(=O)(=O)C(F)(F)F)N1C2=NC=NC(=C2N=C1)NC(C1=CC=CC=C1)=O)COC(C1=CC=CC=C1)(C1=CC=C(C=C1)OC)C1=CC=C(C=C1)OC)(F)F [(2R,3R,4R,5R)-5-(6-Benzamidopurin-9-yl)-2-[[bis(4-methoxyphenyl)-phenyl-methoxy]methyl]-4-(trifluoromethylsulfonyloxy)tetrahydrofuran-3-yl] trifluoromethanesulfonate